FC=C(C(F)(F)F)F 1,2,3,3,3-pentafluoro-1-propene